COCCC(=O)Cl 3-methoxypropionyl chloride